dimethylMeglumine CCN(C[C@H](O)[C@@H](O)[C@H](O)[C@H](O)CO)C